N-[6-(dimethylamino)hexyl]methacrylamide CN(CCCCCCNC(C(=C)C)=O)C